4-(1-(2-isopropylphenyl)-3-methyl-4,5-dihydro-2H-benzo[e]isoindol-2-yl)phenol C(C)(C)C1=C(C=CC=C1)C=1N(C(=C2CCC3=C(C12)C=CC=C3)C)C3=CC=C(C=C3)O